4-chloro-2-fluoro-5-methylaniline ClC1=CC(=C(N)C=C1C)F